ClC1=CC=C(C=C1)C1=N[C@H](C=2N(C3=C1C(=C(S3)C)C)C(=NN2)C)CC(=O)O (S)-[4-(4-chlorophenyl)-2,3,9-trimethyl-6H-thieno[3,2-f][1,2,4]triazolo[4,3-a][1,4]diazepin-6-yl]acetic acid